4,6-dichloro-5-hydroxy-N-(8-methyl-4-oxo-3-(2-(trifluoromethyl)benzyl)-3,4-dihydrobenzo[d][1,2,3]triazin-5-yl)picolinamide ClC1=CC(=NC(=C1O)Cl)C(=O)NC1=CC=C(C=2N=NN(C(C21)=O)CC2=C(C=CC=C2)C(F)(F)F)C